N-(8-(6-fluoropyridin-3-yl)quinoxalin-6-yl)picolinamide FC1=CC=C(C=N1)C=1C=C(C=C2N=CC=NC12)NC(C1=NC=CC=C1)=O